6-amino-N-[(1S,2S)-2-({4-[(5S)-5-{4-[(2S)-2,3-dihydroxypropyl]piperazin-1-yl}-5,6,7,8-tetrahydronaphthalen-2-yl]phenyl}methoxy)cyclopentyl]-2'-fluoro[3,3'-bipyridine]-5-carboxamide NC1=C(C=C(C=N1)C=1C(=NC=CC1)F)C(=O)N[C@@H]1[C@H](CCC1)OCC1=CC=C(C=C1)C1=CC=2CCC[C@@H](C2C=C1)N1CCN(CC1)C[C@@H](CO)O